CS(=NC(=O)C=1C2=CN(N=C2C=CC1)C=1C=NC=CC1)(=O)C N-(dimethyl-(oxo)-lambda6-sulfaneylidene)-2-(pyridin-3-yl)-2H-indazole-4-carboxamide